Trimethylolpropan trioleat C(CCCCCCC\C=C/CCCCCCCC)(=O)O.C(CCCCCCC\C=C/CCCCCCCC)(=O)O.C(CCCCCCC\C=C/CCCCCCCC)(=O)O.C(O)C(CC)(CO)CO